tetrabenzyl-phosphonium bromide [Br-].C(C1=CC=CC=C1)[P+](CC1=CC=CC=C1)(CC1=CC=CC=C1)CC1=CC=CC=C1